5-(3-aminophenoxy)-3-cyclopropyl-1-(2-fluoro-4-iodophenyl)-6,8-dimethylpyrido[2,3-d]pyrimidine-2,4,7(1H,3H,8H)-trione NC=1C=C(OC2=C(C(N(C=3N(C(N(C(C32)=O)C3CC3)=O)C3=C(C=C(C=C3)I)F)C)=O)C)C=CC1